N-pentylquinolin-4-amine C(CCCC)NC1=CC=NC2=CC=CC=C12